ClC(C1=NC(=NC(=N1)C(Cl)(Cl)Cl)C=CC1=CC=C(C=C1)OC)(Cl)Cl 2,4-bis(trichloromethyl)-6-(4-methoxystyryl)-1,3,5-triazine